CC1=CC=C(C=C1)S(=O)(=O)O.FC(C1=CC=C(C=C1)C1CCNCC1)(F)F 4-(4-(trifluoromethyl)phenyl)piperidine 4-methylbenzenesulfonate